(pyridazin-4-yl)methanone N1=NC=C(C=C1)C=O